C(CCCC)(=O)O Valeric acid